Tert-butyl 3-(6-chloropyrido[3,2-d]pyrimidin-4-yl)-3,8-diazabicyclo[3.2.1]octane-8-carboxylate ClC=1C=CC=2N=CN=C(C2N1)N1CC2CCC(C1)N2C(=O)OC(C)(C)C